NC=1C(C2=CC=CC=C2C(C1)=O)=O 2-aminonaphthalene-1,4-dione